rel-(S)-1-(3-(4-(2,4-difluorobenzylidene)piperidin-1-yl)-2-(1-(difluoromethyl)-1H-pyrazol-4-yl)pyrido[3,4-b]pyrazin-7-yl)-2-methylpropane-1,2-diol FC1=C(C=C2CCN(CC2)C2=C(N=C3C(=N2)C=NC(=C3)[C@@H](C(C)(O)C)O)C=3C=NN(C3)C(F)F)C=CC(=C1)F |o1:20|